O1COC2=C1C=CC(=C2)CC(C2CCC2)NC2CC2 N-(2-(benzo[d][1,3]dioxol-5-yl)-1-cyclobutylethyl)cyclopropanamine